5-methyl-4-bromo-1-difluoromethylpyrazole-3-carboxylic acid CC1=C(C(=NN1C(F)F)C(=O)O)Br